4-(N-tert-butoxycarbonyl-S-methyl-sulfonimidoyl)benzoic Acid C(C)(C)(C)OC(=O)N=S(=O)(C)C1=CC=C(C(=O)O)C=C1